histidine glutamate N[C@@H](CCC(=O)O)C(=O)O.N[C@@H](CC1=CNC=N1)C(=O)O